The molecule is a dipeptide obtained by formal condensation of the carboxy group of L-asparagine with the amino group of L-isoleucine. It is a dipeptide, a primary carboxamide, a secondary carboxamide, a primary amino compound and a carboxylic acid. It derives from a L-asparagine and a L-isoleucine. CC[C@H](C)[C@@H](C(=O)O)NC(=O)[C@H](CC(=O)N)N